FC1=C(C(=CC(=C1)OC1CN(C1)CCCF)F)[C@H]1N([C@@H](CC2=C1NC1=CC=CC=C21)C)CC(CO)(F)F 3-((1R,3R)-1-(2,6-difluoro-4-((1-(3-fluoropropyl)azetidin-3-yl)oxy)phenyl)-3-methyl-3,4-dihydro-1H-pyrido[3,4-b]indol-2(9H)-yl)-2,2-difluoropropan-1-ol